C(#N)[C@@H](C[C@@H]1C(NCCC1)=O)NC(=O)[C@H]1N(C[C@H]2[C@@H]1CCC2)C(=O)C2(C1=CC=CC=C1C=1C=CC=CC21)O (1S,3aR,6aS)-N-((R)-1-cyano-2-((R)-2-oxopiperidin-3-yl)ethyl)-2-(9-hydroxy-9H-fluorene-9-carbonyl)octahydrocyclopenta[c]pyrrole-1-carboxamide